COC1=C(C(=C2C(=N1)N=CS2)OC)C2=CN(C1=NC(=CC=C12)NC(=O)[C@H]1[C@@H](C1)CN(C)C)COCC[Si](C)(C)C trans-N-(3-{5,7-dimethoxy-[1,3]thiazolo[4,5-b]pyridin-6-yl}-1-{[2-(trimethylsilyl)ethoxy]methyl}pyrrolo[2,3-b]pyridin-6-yl)-2-[(dimethylamino)methyl]cyclopropane-1-carboxamide